C(C(C)C)OC=CC 1-isobutoxypropene